methyl 5-acetyl-1-{[2-(trimethylsilyl) ethoxy] methyl}-1H-pyrazole-3-carboxylate C(C)(=O)C1=CC(=NN1COCC[Si](C)(C)C)C(=O)OC